5-bromonicotinohydrazide TFA salt OC(=O)C(F)(F)F.BrC=1C=NC=C(C(=O)NN)C1